COC=1C=C(C(=O)N2CCN(CC2)C=2C=C3CN(C(C3=CC2)=O)C2C(NC(CC2)=O)=O)C=CC1[N+](=O)[O-] 3-{5-[4-(3-methoxy-4-nitrobenzoyl)piperazin-1-yl]-1-oxo-3H-isoindol-2-yl}piperidine-2,6-dione